((2S,4R,5R)-4-Acetoxy-5-(2-amino-7-(cyanomethyl)-8-oxo-7,8-dihydro-9H-purin-9-yl) tetrahydrofuran-2-yl)methyl acetate C(C)(=O)OC[C@H]1O[C@H]([C@@H](C1)OC(C)=O)N1C2=NC(=NC=C2N(C1=O)CC#N)N